(4-(3-chloropropoxy)phenyl)-3-hydroxy-6-nitroquinoline ClCCCOC1=CC=C(C=C1)C1=NC2=CC=C(C=C2C=C1O)[N+](=O)[O-]